1'-acetyl-6-[4-[(3-fluoro-4-pyridinyl)amino]-3-isopropyl-imidazo[4,5-c]Pyridin-6-yl]-1-(3-oxocyclobutyl)spiro[indoline-3,4'-piperidine]-2-one C(C)(=O)N1CCC2(CC1)C(N(C1=CC(=CC=C12)C1=CC2=C(C(=N1)NC1=C(C=NC=C1)F)N(C=N2)C(C)C)C2CC(C2)=O)=O